N-methyl-N-phenyl-2-(p-tolylamino)-6-((2,4,4-trimethylpentan-2-yl)amino)pyrimidine-4-carboxamide CN(C(=O)C1=NC(=NC(=C1)NC(C)(CC(C)(C)C)C)NC1=CC=C(C=C1)C)C1=CC=CC=C1